ClC1=CC=C2C(=N1)C(NC21CCC(CC1)=O)=O 2'-chlorospiro[cyclohexane-1,5'-pyrrolo[3,4-b]pyridine]-4,7'(6'H)-dione